C(=CCCCCCCCCCCCCCCCC)N1C(=C(C(C=C1)=O)OC(=O)C(C)(C)C)C(C)=O N-octadecenyl-2-acetyl-3-tert-butylcarbonyloxy-pyridin-4-one